3-(6-chloropyridin-3-yl)-1-methyl-1H-pyrazole-4-carbaldehyde ClC1=CC=C(C=N1)C1=NN(C=C1C=O)C